SC1=CC=CC=2C3=CC=CC=C3NC12 mercapto(carbazole)